C1NCC12N(CCC2)C=2C=CC1=C(N=CS1)C2 5-(2,5-Diazaspiro[3.4]oct-5-yl)benzo[d]thiazole